NC1=C(C=C(C=2CCCC12)C#N)C(C)C1CC1 7-amino-6-(1-cyclopropylethyl)-2,3-dihydro-1H-indene-4-carbonitrile